C(C)(C)(C)C1N(CCC12CCN(CC2)C(=O)O[C@@H]2[C@H](CCCC2)OC2=C(C=CC(=C2)F)[N+](=O)[O-])C2=C(C=CC=C2)[N+](=O)[O-] (1S,2S)-2-(5-fluoro-2-nitro-phenoxy)cyclohexanol tert-butyl-2-(2-nitrophenyl)-2,8-diazaspiro[4.5]decane-8-carboxylate